C(C(=C)C)(=O)OC1(C(C(C(C(C1(F)F)(F)F)(F)F)(F)F)(F)F)F (Perfluorocyclohexyl) Methacrylate